7-(1H-pyrazol-3-yl)quinolin-2-amine N1N=C(C=C1)C1=CC=C2C=CC(=NC2=C1)N